(2,7-diisopropyl-4-oxo-pyrazolo[3,4-d]pyridazin-5-yl)-N-(5-fluoropyrimidin-2-yl)acetamide C(C)(C)N1N=C2C(=NN(C(C2=C1)=O)CC(=O)NC1=NC=C(C=N1)F)C(C)C